C1(CC1)OC1=CC=2N=CN=C(C2N=C1NC(=O)[C@@]12COCC2C1)C=1C(=NN(C1)C)C1=CC=CC=C1 (1S)-N-[7-Cyclopropoxy-4-(1-methyl-3-phenyl-1H-pyrazol-4-yl)pyrido[3,2-d]pyrimidin-6-yl]-3-oxabicyclo[3.1.0]hexane-1-carboxamide